ethylene-bis-stearic acid amide C(CCCCCCCCCCCCCCCCCCC(=O)N)CCCCCCCCCCCCCCCCCC(=O)N